(S)-7-amino-5-azaspiro[2.4]heptane-5-carboxylic acid tert-butyl ester C(C)(C)(C)OC(=O)N1CC2(CC2)[C@@H](C1)N